CC1=CC=C(\C=N\N2CC(N(CC2=O)[C@@]2(CN3C([C@H]([C@H]3S2)NC(CC2=CC=CC=C2)=O)=O)C(=O)OC(C2=CC=CC=C2)C2=CC=CC=C2)=O)C=C1 Benzhydryl (3R,5R,6R)-3-(4-(((E)-4-methylbenzylidene)amino)-2,5-dioxopiperazin-1-yl)-7-oxo-6-(2-phenylacetamido)-4-thia-1-azabicyclo[3.2.0]heptane-3-carboxylate